N-(4-((S)-2-(5-Chloro-6-methoxypyridin-3-yl)propyl)-6-(((R)-1-hydroxy-4-methylpentan-2-yl)amino)-1,3,5-triazin-2-yl)methanesulfonamide ClC=1C=C(C=NC1OC)[C@H](CC1=NC(=NC(=N1)N[C@@H](CO)CC(C)C)NS(=O)(=O)C)C